2-[3-(1-aminoethyl)pyrazin-2-yl]-4-(2,2,2-trifluoro-ethyl)-1,2,4-triazol-3-one NC(C)C=1C(=NC=CN1)N1N=CN(C1=O)CC(F)(F)F